NC1=C(C(=O)OC)C=C(C(=C1F)C1=C(C=C(C=2SC(=C(C21)C#N)NC(=O)OCC2=CC=CC=C2)F)F)Cl methyl 2-amino-4-(2-(((benzyloxy)carbonyl)amino)-3-cyano-5,7-difluorobenzo[b]thiophen-4-yl)-5-chloro-3-fluorobenzoate